O[C@@H](C#CC1=C(C=C(C=N1)C=1C=C(C=CC1C)NC(=O)C1=CC(=NC=C1)C(F)(F)F)N1CCOCC1)C N-(3-{6-[(3R)-3-hydroxybut-1-yn-1-yl]-5-(morpholin-4-yl)pyridin-3-yl}-4-methylphenyl)-2-(trifluoromethyl)pyridine-4-carboxamide